N1(CCCC1)C(=O)C1=CC=C(C=C1)C=1CCN(CC1)C(=O)OC(C)(C)C tert-Butyl 4-(4-(pyrrolidine-1-carbonyl)phenyl)-3,6-dihydropyridine-1(2H)-carboxylate